C(=O)(OCC1C2=CC=CC=C2C2=CC=CC=C12)C=1SC=C(N1)C fmoc-4-methylthiazole